2-(1,4-dimethyl-1H-pyrazole-5-carbonyl)-2-azabicyclo[3.1.0]hexane-3-carboxamide CN1N=CC(=C1C(=O)N1C2CC2CC1C(=O)N)C